C([O-])(O)=O.[Bi+]=O bismuth oxide Bicarbonate